(4,6-dimethoxy-1,3,5-triazin-2-yl)-(2-octoxy-2-oxoethyl)dimethylammonium COC1=NC(=NC(=N1)OC)[N+](C)(C)CC(=O)OCCCCCCCC